4-amino-3-isopropyl-1-(4-((4-(trifluoromethyl)pyridin-2-yl)carbamoyl)phenyl)-1H-pyrazole-5-carboxamide NC=1C(=NN(C1C(=O)N)C1=CC=C(C=C1)C(NC1=NC=CC(=C1)C(F)(F)F)=O)C(C)C